5-(6-amino-1-(3-methyl-4-nitrobenzyl)-1H-pyrazolo[3,4-d]pyrimidin-4-yl)nicotinonitrile NC1=NC(=C2C(=N1)N(N=C2)CC2=CC(=C(C=C2)[N+](=O)[O-])C)C=2C=NC=C(C#N)C2